1-Ethyl-2-benzylpyrazole chloride salt [Cl-].C(C)N1N(CC=C1)CC1=CC=CC=C1